5-methyl-N-(3-(2-(piperidin-1-yl)propyl)-1,2,4-thiadiazol-5-yl)-4-(3-cyanophenyl)furan-2-carboxamide CC1=C(C=C(O1)C(=O)NC1=NC(=NS1)CC(C)N1CCCCC1)C1=CC(=CC=C1)C#N